(S)-4-(4-bromophenyl)-2-(hydroxymethyl)piperazine BrC1=CC=C(C=C1)N1C[C@H](NCC1)CO